[Si](C)(C)(C(C)(C)C)O[C@H](C(NC=1SC=C(C1C(=O)OC)Cl)=S)C Methyl (S)-2-(2-((tert-butyldimethylsilyl)oxy)propanethioamido)-4-chlorothiophene-3-carboxylate